FC1=CC(=C(C=C1)NC1=NN(C=2CN(CCC21)C(=O)OC(C)(C)C)C2OCCN2)C(F)(F)F tert-butyl 3-[[4-fluoro-2-(trifluoromethyl) phenyl] amino]-1-(oxazolidin-2-yl)-1h,4h,5h,6h,7h-pyrazolo[3,4-c]pyridine-6-carboxylate